2-chloro-5-fluoropyrimidin-4(3H)-one ClC1=NC=C(C(N1)=O)F